C(=O)O.CC1=C(C#N)C=CC=C1 methylbenzonitrile formic acid salt